N1=CC(=CC=C1)NC(CCCCCCCCC)=O N-pyridin-3-yldecanamide